ClC1=CC=C(C(=N1)OC)CN1C=NC(=C(C1=O)OC=1C(=C(C#N)C=C(C1)C(F)F)C)C(C(F)F)(F)F 3-((1-((6-chloro-2-methoxypyridin-3-yl)methyl)-6-oxo-4-(1,1,2,2-tetrafluoroethyl)1,6-dihydropyrimidin-5-yl)oxy)-5-(difluoromethyl)-2-methylbenzonitrile